NC=1C=CC=2N(C1P(C)(C)=O)N=CN2 (6-amino-[1,2,4]triazolo[1,5-a]pyridin-5-yl)dimethylphosphine oxide